oxo-β-methyl-tryptophan O=N[C@@H](C(C1=CNC2=CC=CC=C12)C)C(=O)O